(1-(6-(2-hydroxyphenyl)pyridazin-4-yl)-4-((1-methyl-1H-pyrazol-3-yl)oxy)piperidin-4-yl)(2,7-diazaspiro[3.5]nonan-7-yl)methanone OC1=C(C=CC=C1)C1=CC(=CN=N1)N1CCC(CC1)(OC1=NN(C=C1)C)C(=O)N1CCC2(CNC2)CC1